NC=1CC(=CC2=C(N1)C=C(C=C2)C=2C=NC(=NC2)C(=O)O)C(N(CCC)OCC)=O 5-(2-amino-4-(ethoxy(propyl)carbamoyl)-3H-benzo[b]azepin-8-yl)pyrimidine-2-carboxylic acid